COC(C=C(C)OC)=O 3-methyl-Oxy-but-2-enoic acid methyl ester